C(#N)C(=C1C(C=2C(=C(C3=C(C=C(C=4C(=C(C(=C1F)C2C43)F)F)F)F)F)F)F)C#N 7-dicyanomethylene-1,3,4,5,6,8,9,10-octafluoro-7H-pyrene